C(C)C1=C(N=C(C(=N1)C(=O)N)NC1=CC(=CC=C1)OCCCNC([C@H](C)NC)=O)N(C)CC (S)-6-ethyl-5-(ethyl(methyl)amino)-3-((3-(3-(2-(methylamino)propanamido)propoxy)phenyl)amino)pyrazine-2-carboxamide